CC1(CN(CCN1CC(F)(F)F)C1=NC=C(C=C1C(=O)NC1=CC(=NC=C1)S(N)(=O)=O)C(F)(F)F)C 2-[3,3-dimethyl-4-(2,2,2-trifluoroethyl)piperazin-1-yl]-N-(2-sulfamoyl-4-pyridyl)-5-(trifluoromethyl)pyridine-3-carboxamide